C(C)OC(=O)C=1C=NN(C1N)C1=C(C=C(C=C1)Cl)Cl 1-(2,4-dichlorophenyl)-5-amino-1H-pyrazole-4-carboxylic acid ethyl ester